hydroxydimethoxypropylbenzene OC1=C(C=CC=C1)CCC(OC)OC